C(C)(C)(C)NSC=1SC2=C(N1)C=CC=C2 N-(t-butyl)benzothiazole-2-sulfenamide